N-((1s,3s)-3-(6-((4-(4-((2-(2,6-dioxopiperidin-3-yl)-1,3-dioxoisoindolin-4-yl)glycyl)piperazin-1-yl)phenyl)amino)-9H-purin-9-yl)cyclobutyl)-6-methylpicolinamide O=C1NC(CC[C@@H]1N1C(C2=CC=CC(=C2C1=O)NCC(=O)N1CCN(CC1)C1=CC=C(C=C1)NC1=C2N=CN(C2=NC=N1)C1CC(C1)NC(C1=NC(=CC=C1)C)=O)=O)=O